3-(2,4-dimethoxybenzyl)-1-(5-(((2S,4R)-1-(ethylsulfonyl)-2-methylpiperidin-4-yl)methyl)pyrazolo[1,5-a]pyridin-3-yl)dihydropyrimidine-2,4(1H,3H)-dione COC1=C(CN2C(N(CCC2=O)C=2C=NN3C2C=C(C=C3)C[C@H]3C[C@@H](N(CC3)S(=O)(=O)CC)C)=O)C=CC(=C1)OC